C(C)(C)(C)OC(=O)N1CCC(CC1)CNC1CC(C1)OC1=CC(=C(C(C(=O)OC)=C1)C(=O)OC)OC dimethyl 5-((1r,3r)-3-(((1-(tert-butoxycarbonyl)piperidin-4-yl)methyl)amino)cyclobutoxy)-3-methoxyphthalate